COC1=C(CNCCC2=C(C=C(C(=C2)OC)SCCC)OC)C=CC=C1 N-(2-methoxybenzyl)-1-[2,5-dimethoxy-4-(propylthio)phenyl]-2-amino-ethane